Tert-butyl 3-((tert-butoxycarbonyl)amino)-3-((6-methoxypyridin-3-yl)methyl)azetidine-1-carboxylate C(C)(C)(C)OC(=O)NC1(CN(C1)C(=O)OC(C)(C)C)CC=1C=NC(=CC1)OC